F[C@@H]1CN(CC[C@@H]1OC)C1=NC=CC(=N1)N 2-[(3R,4S)-3-fluoro-4-methoxypiperidin-1-yl]Pyrimidin-4-amine